C1(=CC=CC=C1)CCNC1=NC2=C(N1)C=CC=C2 N-(2-phenylethyl)-1H-1,3-benzodiazol-2-amine